2-(6-(((1R,3S,5S)-8-azabicyclo[3.2.1]oct-3-yl)oxy)pyridazin-3-yl)-5-(5-methyloxazol-2-yl)phenol [C@H]12CC(C[C@H](CC1)N2)OC2=CC=C(N=N2)C2=C(C=C(C=C2)C=2OC(=CN2)C)O